CC1(CC1)[C@H]1CCC=2N=C3C=CC(=CC3=CC2C1)C(=O)OC methyl (S)-7-(1-methylcyclopropyl)-5,6,7,8-tetrahydroacridine-2-carboxylate